N-hexyl-L-arabinonamide C(CCCCC)NC(=O)[C@H](O)[C@@H](O)[C@@H](O)CO